CC1=CC(OC2=C1C=CC(=C2)OC2=NC=CC=N2)=O 4-methyl-7-[(pyrimidin-2-yl)oxy]-2H-1-benzopyran-2-one